COC=1C=C2C=3C=C4C(=C(C3NC2=CC1)C)C=NC=C4 7-methoxy-11-methyl-10H-pyrido[3,4-b]carbazole